2-{bicyclo[1.1.1]pentan-1-yl}-4,4,5,5-tetramethyl-1,3,2-dioxaborolane C12(CC(C1)C2)B2OC(C(O2)(C)C)(C)C